FC=1C=C(C=CC1)N1C(=NC(=C1)C1=CC=CC=C1)SCC1=CC=C(C=C1)C (3-fluorophenyl)-2-((4-methylbenzyl)thio)-4-phenyl-1H-imidazole